1-bromo-4-(1-propen-2-yl)benzene BrC1=CC=C(C=C1)C(=C)C